2-((4-(4-((5-Chloropyridin-2-yl)Methoxy)-5-Fluoropyrimidin-2-yl)Cyclohex-3-en-1-yl)Methyl)-3-(((S)-Oxetan-2-yl)Methyl)-3H-Imidazo[4,5-b]Pyridine-5-Carboxylic Acid ClC=1C=CC(=NC1)COC1=NC(=NC=C1F)C1=CCC(CC1)CC1=NC=2C(=NC(=CC2)C(=O)O)N1C[C@H]1OCC1